ClC=1C(=NC=CC1)OC[C@@H]1N(CCC1)C1=C(C=C2C(C(=CN(C2=C1)C1CC=2N(CC1)C=CN2)C(=O)O)=O)C#N 7-((R)-2-(((3-chloropyridin-2-yl)oxy)methyl)pyrrolidin-1-yl)-6-cyano-4-oxo-1-(5,6,7,8-tetrahydroimidazo[1,2-a]pyridin-7-yl)-1,4-dihydroquinoline-3-carboxylic acid